ClC=1C=C(C(=O)NC(NC2=CC=C(C=C2)OC2=C3N=CN(C3=NC=N2)CC2CC2)=S)C=CC1 3-chloro-N-((4-((9-(cyclopropylmethyl)-9H-purin-6-yl)oxy)phenyl)carbamothioyl)benzamide